(4aS,11aR,12aS)-4a-Acetoxy-7-butoxy-3-carbamoyl-1,10-bis(dimethylamino)-2-hydroxy-4,6-dioxo-1,4a,11,11a,12,12a-hexahydro-5-naphthacenyl acetate C(C)(=O)OC=1[C@@]2(C(C(=C(C([C@@H]2C[C@@H]2CC3=C(C=CC(=C3C(C12)=O)OCCCC)N(C)C)N(C)C)O)C(N)=O)=O)OC(C)=O